(5-amino-2-((3-methylpyridin-2-yl)methoxy)-8-(3-methylpyridin-4-yl)-[1,2,4]triazolo[1,5-c]pyrimidin-7-yl)benzonitrile NC1=NC(=C(C=2N1N=C(N2)OCC2=NC=CC=C2C)C2=C(C=NC=C2)C)C2=C(C#N)C=CC=C2